(1S,3R)-1-[2,6-difluoro-4-[2-[3-(fluoromethyl)azetidin-1-yl]ethoxy]phenyl]-3-methyl-2-(2,2,2-trifluoroethyl)-1,3,4,9-tetrahydropyrido[3,4-b]indole FC1=C(C(=CC(=C1)OCCN1CC(C1)CF)F)[C@@H]1N([C@@H](CC2=C1NC1=CC=CC=C21)C)CC(F)(F)F